tert-butyl N-[(3S)-5,5,7-trifluoro-1-[[4-(5-methoxy-2-pyridyl)phenyl]methyl]-8-[5-(1-methyl-1-methylsulfonyl-ethyl)-1,3,4-oxadiazol-2-yl]-2-oxo-3,4-dihydro-1-benzazepin-3-yl]carbamate FC1(C[C@@H](C(N(C2=C1C=C(C(=C2)C=2OC(=NN2)C(C)(S(=O)(=O)C)C)F)CC2=CC=C(C=C2)C2=NC=C(C=C2)OC)=O)NC(OC(C)(C)C)=O)F